FC1=NC(=CC=C1N1CCN(CC1)CC=1C=C2NC(C=3N(C2=CC1)N=C(C3)C)=O)C(NC)=O 7-((4-(2-fluoro-6-(methylcarbamoyl)pyridin-3-yl)piperazin-1-yl)methyl)-2-methylpyrazolo[1,5-a]quinoxalin-4(5H)-one